methyl (2R)-2-(4-methyl-2-nitrophenoxy)propanoate CC1=CC(=C(O[C@@H](C(=O)OC)C)C=C1)[N+](=O)[O-]